2-acetamido-4-(4-(5-(4-ethylbenzyl)-2,4-dioxothiazolidin-3-yl)butanamido)benzoic acid C(C)(=O)NC1=C(C(=O)O)C=CC(=C1)NC(CCCN1C(SC(C1=O)CC1=CC=C(C=C1)CC)=O)=O